CC1=NN(C(=N1)C)C(\C=C/C(=O)O)C (Z)-4-(3,5-dimethyl-1H-1,2,4-triazol-1-yl)pent-2-enoic acid